C(C(O)CC(=O)O)(=O)O.C(\C=C\C1=CC(OC)=C(O)C(OC)=C1)(=O)C(=O)[C@H](O)[C@@H](O)[C@H](O)[C@H](O)CO Sinapoyl-glucose malate